oxazol-5-ylmethyl (4-(1-(6,6-difluorobicyclo[3.1.0]hexane-3-carboxamido)ethyl)phenyl)carbamate FC1(C2CC(CC12)C(=O)NC(C)C1=CC=C(C=C1)NC(OCC1=CN=CO1)=O)F